3-(3,5-dimethoxyphenyl)-7-acetoxycoumarin COC=1C=C(C=C(C1)OC)C=1C(OC2=CC(=CC=C2C1)OC(C)=O)=O